C(C)(C)(C)OC(N[C@@H](C(=O)NCCN(C)C)C1CC1)=O N-[(1R)-1-cyclopropyl-2-(2-dimethylaminoethylamino)-2-oxo-ethyl]carbamic acid tert-butyl ester